ethyl butyl furan-2,5-dicarboxylate O1C(=CC=C1C(=O)OCCCC)C(=O)OCC